1-3,3'-((oxybis(methylene))bis(4,1-phenylene))bis(3-(trifluoromethyl)-3H-diazirine) O(CC1=CC=C(C=C1)C1(N=N1)C(F)(F)F)CC1=CC=C(C=C1)C1(N=N1)C(F)(F)F